4-[2'-(quinolin-3-yl)-5',6'-dihydrospiro[azetidine-3,4'-pyrrolo[1,2-b]pyrazole]-1-carbonyl]pyrrolidin-2-one N1=CC(=CC2=CC=CC=C12)C=1C=C2N(N1)CCC21CN(C1)C(=O)C1CC(NC1)=O